(2S,4R)-1-[(2S)-2-(4-cyclopropyltriazol-1-yl)-3,3-dimethyl-butanoyl]-N-[1-[4-(difluoromethyl)-6-methyl-pyrimidin-2-yl]cyclopentyl]-4-hydroxy-pyrrolidine-2-carboxamide C1(CC1)C=1N=NN(C1)[C@H](C(=O)N1[C@@H](C[C@H](C1)O)C(=O)NC1(CCCC1)C1=NC(=CC(=N1)C(F)F)C)C(C)(C)C